C(=O)(OC(C)(C)C)N[C@@H](CC1=CC=NC=C1)C(=O)O Boc-β-(4-pyridyl)-L-alanine